(1S,5R)-6-boc-3,6-diazabicyclo[3.2.0]heptane C(=O)(OC(C)(C)C)N1[C@H]2CNC[C@H]2C1